BrC1=C(C(=CC(=C1)OCOC)Cl)/C=C/C(=O)OCC ethyl (E)-3-(2-bromo-6-chloro-4-(methoxymethoxy)phenyl)acrylate